CON[C@@H](CCSC)C(=O)O Methoxymethionine